(S)-4'-(((2,3-dihydroxypropyl)amino)methyl)-N-((4,6-dimethyl-2-oxo-1,2-dihydropyridin-3-yl)methyl)-5-(ethyl-(tetrahydro-2H-pyran-4-yl)amino)-4-methyl-[1,1'-biphenyl]-3-carboxamide O[C@@H](CNCC1=CC=C(C=C1)C1=CC(=C(C(=C1)N(C1CCOCC1)CC)C)C(=O)NCC=1C(NC(=CC1C)C)=O)CO